C(C)N1C2=C([C@H]([C@H](C1=O)NC(C1=CC(=CC=C1)C(F)(F)F)=O)C1=CC=C(C=C1)F)C(=NN2C2=CC=CC=C2)CO N-((4R,5R)-7-ethyl-4-(4-fluorophenyl)-3-(hydroxymethyl)-6-oxo-1-phenyl-4,5,6,7-tetrahydro-1H-pyrazolo[3,4-b]pyridin-5-yl)-3-(trifluoromethyl)benzamide